6-((5-bromo-1-(4-chlorophenyl)-7-fluoro-1-hydroxy-3-oxoisoindolin-2-yl)methyl)nicotinonitrile BrC=1C=C2C(N(C(C2=C(C1)F)(O)C1=CC=C(C=C1)Cl)CC1=NC=C(C#N)C=C1)=O